Methyl 4-bromo-3-(1,3)dioxolan-2-yl-benzoate BrC1=C(C=C(C(=O)OC)C=C1)C1OCCO1